C1(=CC=CC=C1)N1C(=NC2=C1C1=CC=CC=C1C=1C=CC=CC12)C=1C=C(C=CC1)C1=CC=2N(C3=CC=CC=C3C2C=C1)C1=CC=C(C#N)C=C1 4-(2-(3-(1-phenyl-1H-phenanthro[9,10-d]imidazol-2-yl)phenyl)-9H-carbazol-9-yl)benzonitrile